dimesityl-borane C1(=C(C(=CC(=C1)C)C)BC1=C(C=C(C=C1C)C)C)C